Cl.Cl.N[C@@H](CO)CC1=C(C2=NC(=CC(=C2S1)NCC=1SC=CN1)Cl)Br (2R)-2-amino-3-(3-bromo-5-chloro-7-{[(1,3-thiazol-2-yl)methyl]amino}thieno[3,2-b]pyridin-2-yl)propan-1-ol dihydrochloride